The molecule is an O-acyl carbohydrate obtained by formal condensation of the carboxy group of indole-3-carboxylic acid with the anomeric hydroxy group of D-glucose. It has a role as a metabolite. It is an indolyl carbohydrate, an O-acyl carbohydrate and a D-glucoside. It derives from an indole-3-carboxylic acid. C1=CC=C2C(=C1)C(=CN2)C(=O)OC3[C@@H]([C@H]([C@@H]([C@H](O3)CO)O)O)O